2-(2-methoxy-5-methyl-phenyl)-4-(2-methoxyphenyl)oxolane-2-carboxamide COC1=C(C=C(C=C1)C)C1(OCC(C1)C1=C(C=CC=C1)OC)C(=O)N